7-(2-Chloro-5-methoxypyridin-4-yl)-3-methylimidazo[1,5-a]pyridine-6-carboxamide ClC1=NC=C(C(=C1)C1=CC=2N(C=C1C(=O)N)C(=NC2)C)OC